C(C)[C@@]1(NC(NC1=O)=O)C1=CC=C(C(=O)O)C=C1 4-((R)-4-ethyl-2,5-dioxoimidazolidin-4-yl)benzoic acid